3-((4-(4-((2-amino-7-azaspiro[3.5]nonan-7-yl)methyl)piperidin-1-yl)-5-fluoro-2-methoxyphenyl)amino)piperidine-2,6-dione NC1CC2(C1)CCN(CC2)CC2CCN(CC2)C2=CC(=C(C=C2F)NC2C(NC(CC2)=O)=O)OC